BrC=1C=C(C=C(C1OCCCO)F)C=1C(CC(NN1)=O)C 6-[3-bromo-5-fluoro-4-(3-hydroxypropoxy)phenyl]-5-methyl-4,5-dihydro-2H-pyridazin-3-one